ClC=1C=CC(=C(C1)NC(=O)C=1SC(=CC1)NC(CCl)=O)OCCOC N-(5-chloro-2-(2-methoxyethoxy)phenyl)-5-(2-chloroacetylamino)thiophene-2-carboxamide